FC1=C(C=CC=C1F)C1=CC=CC2=C1NC(=NS2(=O)=O)NCC=2C(N(C=CC2)C)=O 3-(((5-(2,3-difluorophenyl)-1,1-dioxo-4H-benzo[e][1,2,4]thiadiazin-3-yl)amino)methyl)-1-methylpyridin-2(1H)-one